ClC=1C=C(C=CC1Cl)C=1N(C(=CC(C1C(=O)O)=O)CN1N=C2C=CC=CC2=C1)CC 2-(3,4-dichlorophenyl)-1-ethyl-6-(indazol-2-ylmethyl)-4-oxo-pyridine-3-carboxylic acid